FC1=CC=C(C(=O)N2[C@@H](C=3N(CC2)C(=NC3C(C(C)=O)C)C3=NC(=NS3)C)C)C=C1 3-((R)-7-(4-fluorobenzoyl)-8-methyl-3-(3-methyl-1,2,4-thiadiazol-5-yl)-5,6,7,8-tetrahydroimidazo[1,5-a]pyrazin-1-yl)butanone